N-((1S)-1-(1-(6-(((ethyl(methyl)amino)(methyl)(oxo)-λ6-sulfaneylidene)amino)pyrimidin-4-yl)-3-methyl-1H-1,2,4-triazol-5-yl)ethyl)-3,5-bis(trifluoromethyl)benzamide C(C)N(C)S(=O)(C)=NC1=CC(=NC=N1)N1N=C(N=C1[C@H](C)NC(C1=CC(=CC(=C1)C(F)(F)F)C(F)(F)F)=O)C